ClC1=CC=C(C(=N1)C(=O)O)NC(C)C=1C=C(C=C2C(C=C(OC12)C=1NC2=CC=CC=C2C1)=O)C 6-Chloro-3-[1-[2-(1H-indol-2-yl)-6-methyl-4-oxo-chromen-8-yl]ethylamino]pyridine-2-carboxylic acid